C(C1=CC=CC=C1)C=1SC(=CC(C1)=O)C=CC1=CC=CC=C1 2-benzyl-6-styryl-4H-thiopyran-4-one